C(C)(=O)OC1=CC=2CN(CCC2S1)CCCCC(=O)C(C(CCCCl)=O)C1=C(C=CC=C1)F 2-acetoxy-5-[5-chloro-1-(2-fluorophenyl)-2-oxopentyl-(oxopentyl)]-4,5,6,7-tetrahydrothieno-[3,2-c]pyridine